OC[C@@H]1[C@@H](C1)C(=O)OC methyl (1R,2S)-2-(hydroxymethyl)cyclopropane-1-carboxylate